C(C)(C)(C)OC(C1=NC=C(C=C1)C1=C(C(=CC=C1)C1=CN=C(C2=CN=C(C=C12)NC(=O)C1CC1)NC)OC)=O.C(C)(C)(C)OOC(C)(CC)OOC(C)(C)C 2,2-di(T-butylperoxy)butane tert-butyl-5-(3-(6-(cyclopropanecarboxamido)-1-(methylamino)-2,7-naphthyridin-4-yl)-2-methoxyphenyl)picolinate